C(=O)(OCC1C2=CC=CC=C2C2=CC=CC=C12)N[C@@H](CCC(=O)O)C(=O)OC(C)(C)C fmoc-O-tertiary butyl-L-glutamic acid